ethyl 2-bromo-2-(3-tert-butyl-1-methyl-1H-indazol-4-yl)acetate BrC(C(=O)OCC)C1=C2C(=NN(C2=CC=C1)C)C(C)(C)C